C(C)(C)C=1C=NNC1C 4-isopropyl-5-methyl-1H-pyrazole